(4aR,10aR)-7-(Benzyloxy)-6-(methoxymethoxy)-1-propyl-1,2,3,4,4a,5,10,10a-octahydrobenzo[g]quinoline C(C1=CC=CC=C1)OC=1C=CC2=C(C[C@H]3CCCN([C@@H]3C2)CCC)C1OCOC